2-aminoethyl (S)-2-(1-((4'-(1,1,1,3,3,3-hexafluoro-2-hydroxypropan-2-yl)-2-methyl-[1,1'-biphenyl]-4-yl)methyl)-4-(pyridin-4-ylmethyl)piperazin-2-yl)acetate FC(C(C(F)(F)F)(O)C1=CC=C(C=C1)C1=C(C=C(C=C1)CN1[C@H](CN(CC1)CC1=CC=NC=C1)CC(=O)OCCN)C)(F)F